1-(3-(2,3-dihydrobenzo[b][1,4]dioxin-6-yl)-3-oxopropyl)-4-(4-fluorophenyl)pyridine-2(1H)-one O1C2=C(OCC1)C=C(C=C2)C(CCN2C(C=C(C=C2)C2=CC=C(C=C2)F)=O)=O